C(C)ONC(C1=CN=C(C=C1NC1=C(C(=CC=C1)C1=NC=C(C=N1)F)OC)NC=1C=NC=C(C1)C(F)(F)F)=O N-ethoxy-4-((3-(5-fluoro-pyrimidin-2-yl)-2-methoxyphenyl)amino)-6-((5-(trifluoro-methyl)pyridin-3-yl)amino)-nicotinamide